FC(C1(CC1)C#CC1=C2CCC=NC2=CN=C1)F 5-((1-(difluoromethyl)cyclopropyl)ethynyl)-3,4-dihydro-1,7-naphthyridin